4-(2-bromo-3-chloro-1H-indol-5-yl)piperidine-1-carboxylic acid tert-butyl ester C(C)(C)(C)OC(=O)N1CCC(CC1)C=1C=C2C(=C(NC2=CC1)Br)Cl